FC1(CCC(CC1)[C@@H](C=1OC2=C(N1)C=C(C=C2)C2(CCOCC2)N2C(N[C@H](C2)C(F)(F)F)=O)NC(OCC2=CC=CC=C2)=O)F benzyl ((S)-(4,4-difluorocyclohexyl)(5-(4-((R)-2-oxo-4-(trifluoromethyl)imidazolidin-1-yl)tetrahydro-2H-pyran-4-yl)benzo[d]oxazol-2-yl)methyl)carbamate